[Ni].[Cu].[Tl] thallium copper nickel